(E)-N-(5-((4-(1H-pyrrolo[2,3-b]pyridin-1-yl)pyrimidin-2-yl)amino)-4-methoxy-2-methylphenyl)-4-(dimethylamino)but-2-enamide N1(C=CC=2C1=NC=CC2)C2=NC(=NC=C2)NC=2C(=CC(=C(C2)NC(\C=C\CN(C)C)=O)C)OC